FC1=C(C(=C(C=C1OC)OC)F)C1=CC2=C(N=C(N=C2)N[C@@H]2COCC[C@@H]2NC(C=C)=O)C(=N1)NC1CCOCC1 N-((3S,4S)-3-((6-(2,6-difluoro-3,5-di-methoxyphenyl)-8-((tetrahydro-2H-pyran-4-yl)amino)pyrido[3,4-d]pyrimidin-2-yl)amino)tetrahydro-2H-pyran-4-yl)acrylamide